ClC1=CC=C(C=C1)N1N=C(C=C1)OCC1=C(C=CC=C1)[N+](=O)[O-] 2-(((1-(4-chlorophenyl)-1H-pyrazol-3-yl)oxy)methyl)nitrobenzene